CC=1N=C2C(NCC2=C2CCCC12)=O 5-Methyl-1,6,7,8-tetrahydro-2H-2,4-diaza-as-indacen-3-one